2-butyl-12,13-dimethoxy-5,6,9,10,15-pentakis(pentyloxy)dibenzo[4,5:9,10]pyreno[1,2-d]oxazole C(CCC)C=1OC2=C(N1)C1=C3C(=C4C=C(C(=C5C6=C(C(=C2OCCCCC)C1=C54)C=C(C(=C6)OC)OC)OCCCCC)OCCCCC)C=C(C(=C3)OCCCCC)OCCCCC